4-(4-(3,8-diazabicyclo[3.2.1]octan-3-yl)-8-fluoro-2-((2-(fluoromethylene)tetrahydro-1H-pyrrolizin-7a(5H)-yl)methoxy)pyrido[4,3-d]pyrimidin-7-yl)-5,6-difluoronaphthalen-2-ol C12CN(CC(CC1)N2)C=2C1=C(N=C(N2)OCC23CCCN3CC(C2)=CF)C(=C(N=C1)C1=CC(=CC2=CC=C(C(=C12)F)F)O)F